C(C1=CC=CC=C1)OCC(F)(F)C1=C(C=CC(=C1)Cl)S(=O)(=O)N[C@@H](C(C)C1=C(C(=CC=C1F)C)C)C=1OC(NN1)=O 2-[2-(benzyloxy)-1,1-difluoroethyl]-4-chloro-N-[(1S)-2-(6-fluoro-2,3-dimethylphenyl)-1-(5-oxo-4H-1,3,4-oxadiazol-2-yl)propyl]benzenesulfonamide